NC1=NN(C=C1C=1C=C2C(CNC(C2=CC1)=O)CC)C=1C=C(C=CC1)NC(C=C)=O N-(3-(3-amino-4-(4-ethyl-1-oxo-1,2,3,4-tetrahydroisoquinolin-6-yl)-1H-pyrazol-1-yl)phenyl)acrylamide